FC1N(CCCC1)C(=O)[O-] fluoro-piperidine-1-carboxylate